(S)-6-Chloro-N-(4-(piperidin-3-yl)-phenyl)-nicotinamid ClC1=NC=C(C(=O)NC2=CC=C(C=C2)[C@H]2CNCCC2)C=C1